((6-(4-(3-(4-chloro-3-ethyl-1H-pyrrolo[2,3-b]pyridin-5-yl)phenyl)-3-oxopiperazin-1-yl)-6-oxohexyl)amino)-2-(2,6-dioxopiperidin-3-yl)isoindoline-1,3-dione ClC1=C2C(=NC=C1C=1C=C(C=CC1)N1C(CN(CC1)C(CCCCCNC1=C3C(N(C(C3=CC=C1)=O)C1C(NC(CC1)=O)=O)=O)=O)=O)NC=C2CC